N-(3-chloro-5-methanesulfonamidophenyl)-1-{5-fluoro-3-[(3-fluoro-5-methanesulfonylphenyl)methoxy]pyridin-2-yl}-5-methyl-1H-pyrrole-3-carboxamide ClC=1C=C(C=C(C1)NS(=O)(=O)C)NC(=O)C1=CN(C(=C1)C)C1=NC=C(C=C1OCC1=CC(=CC(=C1)S(=O)(=O)C)F)F